(3-(((4-((1-(6-(4H-1,2,4-triazol-4-yl)-1H-indazol-4-yl)azetidin-3-yl)oxy)butyl)amino)methyl)-5-chlorophenyl)methanol N=1N=CN(C1)C1=CC(=C2C=NNC2=C1)N1CC(C1)OCCCCNCC=1C=C(C=C(C1)Cl)CO